N-(2-chloro-5-(4-((cyano(phenyl)methyl)amino)quinazolin-6-yl)pyridin-3-yl)methanesulfonamide ClC1=NC=C(C=C1NS(=O)(=O)C)C=1C=C2C(=NC=NC2=CC1)NC(C1=CC=CC=C1)C#N